C(#N)C=1C(=C(C=CC1F)NC1=C(C(=O)OC)C=C(C=C1)C(F)(F)F)C methyl 2-((3-cyano-4-fluoro-2-methylphenyl)-amino)-5-(tri-fluoromethyl)-benzoate